3-(1H-indazol-1-yl)propanoic acid N1(N=CC2=CC=CC=C12)CCC(=O)O